3-(1,4-Dimethyl-1H-benzo[d][1,2,3]triazol-5-yl)-3-(3-((2,2-dimethyl-2,3-dihydrobenzo[f][1,4]oxazepin-4(5H)-yl)methyl)-4-methylphenyl)-2,2-dimethylpropanoic acid, formic acid salt C(=O)O.CN1N=NC2=C1C=CC(=C2C)C(C(C(=O)O)(C)C)C2=CC(=C(C=C2)C)CN2CC(OC1=C(C2)C=CC=C1)(C)C